FC1=CC=C([C@@H]2CO2)C=C1 (R)-4-fluorostyrene oxide